N-ethoxy-3H-triazole C(C)ON1NNC=C1